C(C)C=1C=NC=CN1 3-ethyl-pyrazine